tert-butyl ((3-(hydroxymethyl)azetidin-3-yl)methyl)carbamate OCC1(CNC1)CNC(OC(C)(C)C)=O